hexadecan-7-one CCCCCCC(CCCCCCCCC)=O